2-((2-chloro-5-cyano-3-((3S,5S)-3,5-dimethylpiperazin-1-yl)phenyl)amino)-4-(cyclopropylamino)pyrazolo[1,5-a][1,3,5]triazine-8-carbonitrile ClC1=C(C=C(C=C1N1C[C@@H](N[C@H](C1)C)C)C#N)NC1=NC=2N(C(=N1)NC1CC1)N=CC2C#N